ClC=1C=C2C(N(CN(C2=CC1F)C1=C(C=C(C=C1)F)CC)C=1C(=NC(=CC1)OC)C)=O 6-chloro-1-(2-ethyl-4-fluorophenyl)-7-fluoro-3-(6-methoxy-2-methylpyridin-3-yl)-2,3-dihydroquinazolin-4(1H)-one